CC1=CC(=NC(=N1)OCC(F)(F)F)CNC(=O)NCCC1(CC1)C(F)(F)F 1-((6-Methyl-2-(2,2,2-trifluoroethoxy)pyrimidin-4-yl)methyl)-3-(2-(1-(trifluoromethyl)cyclopropyl)ethyl)urea